BrC=1C=C(C(=C(OCC2(CCCC2)NC(OC(C)(C)C)=O)C1)C#N)SC tert-Butyl (1-((5-bromo-2-cyano-3-(methylthio)phenoxy)-methyl)cyclopentyl)carbamate